C1(CC1)C=1OC(=CN1)C1=CC=CC=C1 2-cyclopropyl-5-phenyloxazole